C1(CC1)N1C(C2=C(C=C1C(F)(F)F)N=C(N2C)C2=C(C=C(C=N2)OC(C#N)(C)C)[S@@](=O)CC)=O 2-[[6-[5-cyclopropyl-3-methyl-4-oxo-6-(trifluoromethyl)imidazo[4,5-c]pyridin-2-yl]-5-[(S)-ethylsulfinyl]-3-pyridyl]oxy]-2-methyl-propanenitrile